NC1=NC(=CC(=C1)NCCCC)CC1=CC=C(C=C1)COCC 2-Amino-4-(butylamino)-6-(4-(ethoxymethyl)benzyl)pyridin